CC1=C(C=CC=C1)C(C1=C(C(=CC=2C3=CC(=C(C=C3CC12)C)C)C)C)C1C=CC=C1 (methylphenyl)(cyclopentadienyl)(2,3,6,7-tetramethylfluorenyl)methane